nonyl-amine phosphate salt P(=O)(O)(O)O.C(CCCCCCCC)N